(S)-quinuclidin-3-yl (7'-(p-tolyl)-3',4'-dihydro-1'H-spiro[cyclopropane-1,2'-naphthalen]-1'-yl)carbamate C1(=CC=C(C=C1)C1=CC=C2CCC3(C(C2=C1)NC(O[C@@H]1CN2CCC1CC2)=O)CC3)C